Tert-Butyl 7-((5-(4-hydroxypiperidin-1-yl)pyridin-2-yl)amino)-4-(imidazo[1,2-b]pyridazin-8-yl)-1-oxo-1,3-dihydro-2H-pyrrolo[3,4-c]pyridine-2-carboxylate OC1CCN(CC1)C=1C=CC(=NC1)NC=1C2=C(C(=NC1)C=1C=3N(N=CC1)C=CN3)CN(C2=O)C(=O)OC(C)(C)C